(2-(4-cyclopropyl-3-oxopiperazin-1-yl)acetyl)-L-alanine C1(CC1)N1C(CN(CC1)CC(=O)N[C@@H](C)C(=O)O)=O